trichloro(propan-2-yl)stannane Cl[Sn](C(C)C)(Cl)Cl